FC=1C(=NC(=NC1)NCC1=C(N=NN1C)C1=CC=C(C(=N1)C)O[C@@H]1C[C@H](CCC1)C(=O)O)NCC(C)C (1S,3S)-3-((6-(5-(((5-fluoro-4-(isobutylamino)pyrimidin-2-yl)amino)methyl)-1-methyl-1H-1,2,3-triazol-4-yl)-2-methylpyridin-3-yl)oxy)cyclohexane-1-carboxylic acid